{2-[(9R)-9-[4-(trifluoromethyl)phenyl]-6-oxaspiro[4.5]decan-9-yl]ethyl}({[5-(trifluoromethyl)pyridin-3-yl]methyl})amine FC(C1=CC=C(C=C1)[C@@]1(CCOC2(CCCC2)C1)CCNCC=1C=NC=C(C1)C(F)(F)F)(F)F